(6-{(5S)-5-[N-(3-chloro-2,4-difluorophenyl)-N-methylcarbamoyl]-2-oxoimidazolidinyl}-4-(trifluoromethyl)thieno[2,3-b]pyridin-2-yl)-N-methylformamide ClC=1C(=C(C=CC1F)N(C(=O)[C@@H]1CNC(N1C1=CC(=C2C(=N1)SC(=C2)N(C=O)C)C(F)(F)F)=O)C)F